1,3-bis(di-tert-butylphosphinomethyl)propane C(C)(C)(C)P(C(C)(C)C)CCCCCP(C(C)(C)C)C(C)(C)C